BrC=1C(=NN(C1C)C1CC2(CN(C2)C(=O)OC(C)(C)C)C1)I tert-butyl 6-(4-bromo-3-iodo-5-methyl-1H-pyrazol-1-yl)-2-azaspiro[3.3]heptane-2-carboxylate